C1(CC1)C1=CC=C(C=C1)C12CNCC2C1 1-(4-Cyclopropylphenyl)-3-azabicyclo[3.1.0]hexane